3-ethyl-N-[1-[(4-methoxyphenyl)methyl]-2-oxo-3,4-dihydro-1,7-naphthyridin-6-yl]pyridine-4-carboxamide C(C)C=1C=NC=CC1C(=O)NC=1C=C2CCC(N(C2=CN1)CC1=CC=C(C=C1)OC)=O